N-cycloheptyl-3-((4-((6,7-dimethoxyquinolin-4-yl)oxy)-3-fluorophenyl)amino)-1-methyl-1H-pyrazole-4-carboxamide C1(CCCCCC1)NC(=O)C=1C(=NN(C1)C)NC1=CC(=C(C=C1)OC1=CC=NC2=CC(=C(C=C12)OC)OC)F